ClC1=CC2=C(C=N1)C=C(N2C)C2=NC=NC(=C2)OC 6-chloro-2-(6-methoxypyrimidin-4-yl)-1-methyl-1H-pyrrolo[3,2-c]Pyridine